C(OCN1C(CCC2=CC=C(C=C12)CCN1CCN(CC1)C1=CC(=CC2=C1C=CS2)F)=O)(OC(C)C)=O (7-(2-(4-(6-fluorobenzothiophen-4-yl)piperazin-1-yl)ethyl)-2-oxo-3,4-dihydroquinoline-1(2H)-yl)methyl isopropyl carbonate